2-amino-6-fluoro-N-(4-(4-(3-(methylsulfonyl)azetidine-1-carbonyl)piperidin-1-yl)pyridin-3-yl)pyrazolo[1,5-a]pyrimidine-3-carboxamide NC1=NN2C(N=CC(=C2)F)=C1C(=O)NC=1C=NC=CC1N1CCC(CC1)C(=O)N1CC(C1)S(=O)(=O)C